C1(CCCC1)C(C(=O)NCC=1C=C2CN(C(C2=CC1)=O)C1C(NC(CC1)=O)=O)(F)F 2-cyclopentyl-N-((2-(2,6-dioxopiperidin-3-yl)-1-oxoisoindolin-5-yl)methyl)-2,2-difluoroacetamide